3-(dimethylamino)-6-(1H-imidazol-1-yl)-N-((1r,4r)-4-methoxycyclohexyl)pyrazine-2-carboxamide CN(C=1C(=NC(=CN1)N1C=NC=C1)C(=O)NC1CCC(CC1)OC)C